COC(C1=C(C=CC=C1)CN1OC(N(OC1C)C)COC(C)(C)C)=O ((3-(tert-Butoxymethyl)-4,6-dimethyl-2,5-dioxapiperazin-1-yl)methyl)benzoic acid methyl ester